Tert-butyl (R)-6-((2-(4-(methylcarbamoyl)phenyl)benzo[d]imidazo[2,1-b]thiazole-7-carboxamido)methyl)-5-azaspiro[2.4]heptane-5-carboxylate CNC(=O)C1=CC=C(C=C1)C=1N=C2SC3=C(N2C1)C=CC(=C3)C(=O)NC[C@@H]3N(CC1(CC1)C3)C(=O)OC(C)(C)C